ClC1=C(C(=C(C(=O)Cl)C=C1)F)F 4-chloro-2,3-difluorobenzoyl chloride